N-(5-(4-(4-((dimethylamino)methyl)-3-phenyl-1H-pyrazol-1-yl)pyrimidine-2-ylamino)-4-methoxy-2-morpholinophenyl)acrylamide 2-hydroxypropane-1,2,3-tricarboxylate salt OC(CC(=O)O)(CC(=O)O)C(=O)O.CN(C)CC=1C(=NN(C1)C1=NC(=NC=C1)NC=1C(=CC(=C(C1)NC(C=C)=O)N1CCOCC1)OC)C1=CC=CC=C1